C(C)OC(C[C@@H](C1=CC(=CC=C1)OC1=CC=CC=C1)NC(=O)NC=1C(N(C=C(C1O)C)C)=O)=O (S)-3-(3-(4-hydroxy-1,5-dimethyl-2-oxo-1,2-dihydropyridin-3-yl)ureido)-3-(3-phenoxyphenyl)propanoic acid ethyl ester